1-((2-(trimethylsilyl) ethoxy) methyl)-1H-imidazole-5-carboxylate C[Si](CCOCN1C=NC=C1C(=O)[O-])(C)C